tert-butyl 4-(3-{4-amino-2-(ethoxymethyl)-1-[(2,2,5-trimethyl-1,3-dioxan-5-yl)methyl]-1H-imidazo[4,5-c]quinolin-7-yl}propyl)piperazine-1-carboxylate NC1=NC=2C=C(C=CC2C2=C1N=C(N2CC2(COC(OC2)(C)C)C)COCC)CCCN2CCN(CC2)C(=O)OC(C)(C)C